1-(3-(cyclopropylmethylcarbamoyl)phenyl)-3-(trifluoromethyl)-1H-pyrazole-5-carboxamide C1(CC1)CNC(=O)C=1C=C(C=CC1)N1N=C(C=C1C(=O)N)C(F)(F)F